C(C)(C)(C)C=1C=CC(=C(C1)S(=O)(=O)NC(=O)C=1C=C2C=CN(C2=CC1)C1=NC=CC=C1)OC N-((5-(tert-butyl)-2-methoxyphenyl)sulfonyl)-1-(pyridin-2-yl)-1H-indole-5-carboxamide